N-((1H-pyrrolo[2,3-b]pyridin-4-yl)methyl)-2-amino-N-(4-(4-carbamoylpiperidin-1-yl)benzyl)-3-methylquinoline-6-carboxamide N1C=CC=2C1=NC=CC2CN(C(=O)C=2C=C1C=C(C(=NC1=CC2)N)C)CC2=CC=C(C=C2)N2CCC(CC2)C(N)=O